C(C)(C)(C)C1=C(C(=NN1)CC)O 5-tert-butyl-3-ethyl-4-hydroxy-pyrazol